4-(N,N-dimethylaminocarbonyl)cyclohexanone CN(C(=O)C1CCC(CC1)=O)C